Ethyl (E)-4-{[3-(9-chloro-5,6-dihydro-11H-pyrimido[4,5-b][1]benzazepin-11-yl)propyl]amino}but-2-enoate fumarate C(\C=C\C(=O)O)(=O)O.ClC1=CC2=C(CCC3=C(N2CCCNC/C=C/C(=O)OCC)N=CN=C3)C=C1